(R)-N-(1-(4-(2-(2-aminopyridin-3-yl)-5-phenyl-3H-imidazo[4,5-b]pyridin-3-yl)benzyl)pyrrolidin-3-yl)-4-formyl-3-hydroxybenzamide NC1=NC=CC=C1C1=NC=2C(=NC(=CC2)C2=CC=CC=C2)N1C1=CC=C(CN2C[C@@H](CC2)NC(C2=CC(=C(C=C2)C=O)O)=O)C=C1